(E)-(2,6-dimethoxy-4-(2-nitrovinyl)phenyl)(5-fluoropentyl)sulfane COC1=C(C(=CC(=C1)\C=C\[N+](=O)[O-])OC)SCCCCCF